didodecyl heptanedioate C(CCCCCC(=O)OCCCCCCCCCCCC)(=O)OCCCCCCCCCCCC